2-(ethylamino)-N-(4-((3-methyl-5-(6-methyl-1H-pyrazolo[3,4-d]pyrimidin-4-yl)-4,5,6,7-tetrahydro-1H-pyrazolo[4,3-c]pyridin-1-yl)methyl)bicyclo[2.2.2]oct-1-yl)acetamide C(C)NCC(=O)NC12CCC(CC1)(CC2)CN2N=C(C=1CN(CCC12)C1=C2C(=NC(=N1)C)NN=C2)C